N-(3-amino-5-fluoro-6-((3-fluorobenzyl)oxy)pyridin-2-yl)acetamide NC=1C(=NC(=C(C1)F)OCC1=CC(=CC=C1)F)NC(C)=O